OC1=CC=C(C=C1)C(C)=O 4'-HYDROXYACETOPHENON